ClC1=NC=CC=C1CC(=O)N1CCC2=CC(=CC(=C12)F)C1=CC(=NC=C1)NC1CC1 2-(2-chloropyridin-3-yl)-1-(5-(2-(cyclopropylamino)pyridin-4-yl)-7-fluoroindolin-1-yl)ethan-1-one